17-hydroxyheptadecanol OCCCCCCCCCCCCCCCCCO